4-(7-Benzoyl-7,8,9,10-tetrahydropyrazolo[5,1-f][1,6]naphthyridin-1-yl)benzoic acid ethyl ester C(C)OC(C1=CC=C(C=C1)C=1C=NN2C1C=1CCCN(C1C=C2)C(C2=CC=CC=C2)=O)=O